FC(S(=O)(=O)[N-]S(=O)(=O)C(F)(F)F)(F)F.[Li+] lithium bis(trifluoromethanesulfonyl)amide